CC(=O)N[C@@H]1[C@H]([C@H]([C@H](O[C@@H]1O[C@H]2[C@@H]([C@H](OC([C@@H]2NC(=O)C)O)CO)O)CO)O)O[C@H]3[C@@H]([C@H]([C@H]([C@H](O3)CO)O)O)O The molecule is an amino trisaccharide consisting of beta-D-galactopyranosyl. 2-acetamido-alpha-D-galactopyranosyl and 2-acetamido-D-glucopyranosyl residues joined in sequence by (1->3) glycosidic bonds. It is an amino trisaccharide and a member of acetamides. It derives from a beta-D-Gal-(1->3)-alpha-D-GalNAc.